Methyl 4-((4-(4,4,5,5-tetramethyl-1,3,2-dioxaborolan-2-yl)-1H-pyrazol-1-yl)methyl)benzoate CC1(OB(OC1(C)C)C=1C=NN(C1)CC1=CC=C(C(=O)OC)C=C1)C